NC=1C(=NC=C(N1)N1CCC2(C3(CN3)COC2)CC1)SC1=C2C(CN(C2=CC=C1)C(C)=O)(F)F 1-(4-((3-amino-5-(11-oxa-1,7-diazadispiro[2.0.54.33]dodecan-7-yl)pyrazin-2-yl)thio)-3,3-difluoroindolin-1-yl)ethan-1-one